3-methoxy-3-phenylazetidine COC1(CNC1)C1=CC=CC=C1